FC(C1=NC=CC(=C1)C1=NC(=C(C=C1)OCC(CC(C)(C)F)(N)C)C(F)F)F 1-((2',6-bis(difluoromethyl)-[2,4'-bipyridyl]-5-yl)oxy)-4-fluoro-2,4-dimethylpentan-2-amine